(2S,3R)-2-((S)-2-((R)-4-((3R,5R,8R,9S,10S,13R,14S,17R)-3-hydroxy-10,13-dimethyl-hexadecahydro-1H-cyclopenta[a]phenanthren-17-yl)pentanamido)-3-methylbutanamido)-3-methylpentanoic acid O[C@@H]1CC[C@@]2([C@H]3CC[C@@]4([C@H](CC[C@H]4[C@@H]3CC[C@@H]2C1)[C@@H](CCC(=O)N[C@H](C(=O)N[C@H](C(=O)O)[C@@H](CC)C)C(C)C)C)C)C